1-acetyl-2-(3-methoxy-4-((methylsulfinyl)meth-oxy)benzylidene)indolin-3-one C(C)(=O)N1C(C(C2=CC=CC=C12)=O)=CC1=CC(=C(C=C1)OCS(=O)C)OC